tert-butyl 3-(5-ethenyl-3-methyl-2-oxo-1,3-benzodiazol-1-yl)-2,6-dioxopiperidine-1-carboxylate C(=C)C1=CC2=C(N(C(N2C)=O)C2C(N(C(CC2)=O)C(=O)OC(C)(C)C)=O)C=C1